O=S1(CCN(CC1)CCCN1C=CC2=CC(=CC=C12)C#CC=1C(=C(C(=O)O)C=CC1)C1=CC=C2C=CNC2=C1)=O 3-{1-[3-(1,1-Dioxo-1λ6-thiomorpholin-4-yl)-propyl]-1H-indol-5-yl-ethynyl}-2-(1H-indol-6-yl)-benzoic Acid